(1R,2S)-1-(5-chloropyrimidin-2-yl)-N-(4-(2,6-dimethoxyphenyl)-5-((1R,2R)-2-ethoxycyclopropyl)-4H-1,2,4-triazol-3-yl)-1-methoxypropane-2-sulfonamide ClC=1C=NC(=NC1)[C@H]([C@H](C)S(=O)(=O)NC1=NN=C(N1C1=C(C=CC=C1OC)OC)[C@@H]1[C@@H](C1)OCC)OC